1-(5-Ethyl-5-hydroxyheptyl)-3,7-dimethyl-1H-purine-2,6(3H,7H)-dione C(C)C(CCCCN1C(N(C=2N=CN(C2C1=O)C)C)=O)(CC)O